C(C)(C)(C)OC(=O)N1C(=CC2=CC(=CC=C12)NC([C@H](CC1=CC=CC=C1)N)=O)C(=O)OC(C)(C)C (S)-5-(2-amino-3-phenylpropionamido)-1H-indole-1,2-dicarboxylic acid di-tert-butyl ester